P(=O)(O)(O)O.OCC(O)CO.OCC(O)CO diglycerin phosphate